(1-ethynylcyclohexyl) acetate C(C)(=O)OC1(CCCCC1)C#C